C(C)(C)C=1C(=NNC1C=1C=C(C=2N(C1)N=CN2)C)C(=O)NC2CCC(CC2)NC 4-isopropyl-5-(8-methyl-[1,2,4]triazolo[1,5-a]pyridin-6-yl)-N-(4-(methylamino)cyclohexyl)-1H-pyrazole-3-carboxamide